((2-fluoro-4-iodophenyl)amino)-1-methyl-4-(3-(3-methyl-2,4-dioxoimidazolin-1-yl)phenoxy)-6-oxo-1,6-dihydropyridine-3-carboxamide FC1=C(C=CC(=C1)I)NC=1N(C(C=C(C1C(=O)N)OC1=CC(=CC=C1)N1C(N(C(C1)=O)C)=O)=O)C